Cl.C(C)O[C@@H]1CNCC[C@H]1OC=1SC2=C(N1)C=CC=C2 |r| (±)-trans-2-((3-ethoxypiperidin-4-yl)oxy)benzo[d]thiazole HCl